OC1=CC(=CC(=C1[C@H]1[C@@H](CCC(=C1)C)C(=C)C)OCN(C(OC)=O)C1=CC=CC=C1)C(C)(CCCCCC)C methyl ((((1'R,2'R)-6-hydroxy-5'-methyl-4-(2-methyloctan-2-yl)-2'-(prop-1-en-2-yl)-1',2',3',4'-tetrahydro-[1,1'-biphenyl]-2-yl)oxy)methyl)(phenyl)carbamate